CN(C1=CC(=NC=N1)C(=O)N1CCN(CC1)CC1=NC2=C(N1C[C@H]1OCC1)C=C(C=C2)C(=O)O)C2=CC=CC=C2 (S)-2-((4-(6-(Methyl(phenyl)amino)pyrimidine-4-carbonyl)piperazin-1-yl)methyl)-1-(oxetan-2-ylmethyl)-1H-benzo[d]imidazole-6-carboxylic acid